((2-methylallyloxy)methyl)-2-(tetrahydro-2H-pyran-2-yl)-2H-tetrazole CC(COCC=1N=NN(N1)C1OCCCC1)=C